FC(S(=O)(=O)OC=1C=C2C(=NC(=NC2=C2C1OC(C2)(C)C)C)N[C@H](C)C2=CC(=CC(=C2)C(F)F)N)(F)F |r| (R/S)-4-((1-(3-amino-5-(difluoromethyl) phenyl) ethyl) amino)-2,8,8-trimethyl-8,9-dihydrofuro[2,3-h]quinazolin-6-yl trifluoromethanesulfonate